C1(CCCCC1)N(C(=O)C1=CSC(=C1)C1(CC1)C=1NC(C=2CN(CCCC2N1)C([C@@H](C1=CC(=CC=C1)C(F)(F)F)O)=O)=O)C1CCCCC1 (R)-N,N-dicyclohexyl-5-(1-(6-(2-hydroxy-2-(3-(trifluoromethyl)phenyl)acetyl)-4-oxo-4,5,6,7,8,9-hexahydro-3H-pyrimido[5,4-c]azepin-2-yl)cyclopropyl)thiophene-3-carboxamide